FC(C1=CSC2=C1N=CN=C2N)(F)F 7-(trifluoromethyl)thieno[3,2-d]pyrimidin-4-amine